dimethyl-[3-(triethoxysilyl)propyl]ammonium chloride [Cl-].C[NH+](CCC[Si](OCC)(OCC)OCC)C